2,6-dibenzyloxy-3-[3-fluoro-4-[4-[3-fluoro-4-(4,4,5,5-tetramethyl-1,3,2-dioxaborolan-2-yl)phenyl]-1-piperidyl]phenyl]pyridine C(C1=CC=CC=C1)OC1=NC(=CC=C1C1=CC(=C(C=C1)N1CCC(CC1)C1=CC(=C(C=C1)B1OC(C(O1)(C)C)(C)C)F)F)OCC1=CC=CC=C1